C1(CCCCC1)C(CC1NCCCC1)C1CCCCC1 2-(2,2-dicyclohexylethyl)piperidine